C(C)[SiH2]CCC Ethyl-propyl-Silane